[1,4]Diazepine-3,6(5H)-dione N=1CC(NCC(C1)=O)=O